1-(tert-butyl) 3-ethyl (2R,3S)-2-(4-(cyclopentylamino)-3-iodophenyl)piperidine-1,3-dicarboxylate C1(CCCC1)NC1=C(C=C(C=C1)[C@@H]1N(CCC[C@@H]1C(=O)OCC)C(=O)OC(C)(C)C)I